NCC=1C=C(C=CC1)C1CCC(C1O)O 5-(3-(aminomethyl)phenyl)cyclopentane-1,2-diol